1-butyl-1-methylpyrrolidinium diammonium [NH4+].[NH4+].C(CCC)[N+]1(CCCC1)C